(E)-N-(4-(1-(6-(4-(4-((2-(2,6-dioxopiperidin-3-yl)-1-oxoisoindolin-4-yl)oxy)butyl)piperazin-1-yl)nicotinoyl)piperidin-4-yl)butyl)-3-(pyridin-3-yl)acrylamide O=C1NC(CCC1N1C(C2=CC=CC(=C2C1)OCCCCN1CCN(CC1)C1=NC=C(C(=O)N2CCC(CC2)CCCCNC(\C=C\C=2C=NC=CC2)=O)C=C1)=O)=O